Cl.NC1=C(C=C(C=C1C)C=CC#N)C 3-(4-amino-3,5-dimethylphenyl)acrylonitrile hydrochloride